5-(2-(4-(5-(difluoromethyl)-1,3,4-oxadiazol-2-yl)-2,6-difluorobenzyl)-2H-tetrazol-5-yl)pyridin-2-amine FC(C1=NN=C(O1)C1=CC(=C(CN2N=C(N=N2)C=2C=CC(=NC2)N)C(=C1)F)F)F